FC1=CC=C(CC2C(N(CC2)C(=O)OC(C)(C)C)=O)C=C1 tert-butyl 3-(4-fluorobenzyl)-2-oxopyrrolidine-1-carboxylate